C1(=CC=C(C=C1)C[C@H](C[C@H](C(=O)OCC)C)N)C1=CC=CC=C1 (2R,4S)-ethyl 5-([1,1'-biphenyl]-4-yl)-4-amino-2-methylpentanoate